C(C1=CC=CC=C1)(C1=CC=CC=C1)N1CC(C1)=C(CN1C(C2=CC=CC=C2C1=O)=O)CC 2-(2-(1-benzhydryl-azetidin-3-ylidene)butyl)isoindoline-1,3-dione